N1=C(N=CC2=C1C=CS2)C#N thieno[3,2-d]pyrimidine-2-carbonitrile